(S)-N-(5-(2-(2-aminopyridin-3-yl)-5-bromo-3H-imidazo[4,5-b]pyridin-3-yl)-2,3-dihydro-1H-inden-1-yl)acetamide NC1=NC=CC=C1C1=NC=2C(=NC(=CC2)Br)N1C=1C=C2CC[C@@H](C2=CC1)NC(C)=O